((2R,3R,4R,5R)-4-acetoxy-5-(4,6-dichloro-1H-pyrazolo[3,4-d]pyrimidin-1-yl)-3-hydroxy-3-(prop-1-yn-1-yl)tetrahydrofuran-2-yl)methyl benzoate C(C1=CC=CC=C1)(=O)OC[C@H]1O[C@H]([C@@H]([C@]1(C#CC)O)OC(C)=O)N1N=CC=2C1=NC(=NC2Cl)Cl